CC(C(=C(C)C(=O)O)C(=O)O)(C=CC)C dimethyl-heptan-2,5-diene-2,3-dicarboxylic acid